(+)-1-cyclopropyl-6-fluoro-1,4-dihydro-8-methoxy-7-(3-methyl-1-piperazinyl)-4-oxo-3-quinolinecarboxylic acid sesquihydrate O.C1(CC1)N1C=C(C(C2=CC(=C(C(=C12)OC)N1CC(NCC1)C)F)=O)C(=O)O.O.O.C1(CC1)N1C=C(C(C2=CC(=C(C(=C12)OC)N1CC(NCC1)C)F)=O)C(=O)O